[In].[Pt].[Au] gold-platinum-indium